undecylenate (Heptyl undecylenate) C(CCCCCC)C(C(=O)O)CCCCCCCC=C.C(CCCCCCCCC=C)(=O)O